(3R,4R,5R)-2-{4-aminopyrrolo[2,1-f][1,2,4]triazin-7-yl}-3,4-bis(benzyloxy)-5-[(benzyloxy)methyl]-3-methyloxolan-2-ol NC1=NC=NN2C1=CC=C2C2(O[C@@H]([C@H]([C@@]2(C)OCC2=CC=CC=C2)OCC2=CC=CC=C2)COCC2=CC=CC=C2)O